NCCC=1NN=C2C(=NC=3C=C(C(=CC3C21)Cl)C2=NNC=C2)N (2-aminoethyl)-8-chloro-7-(1H-pyrazol-3-yl)-2H-pyrazolo[3,4-c]quinolin-4-amine